sodium carboxymethyl glycinate NCC(=O)OCC(=O)O.[Na]